5-chloro-N2-(4-((2R,6S)-2,6-dimethyl-1-(oxetan-3-yl)-1,2,3,6-tetrahydropyridin-4-yl)-2-isopropoxy-5-methyl-phenyl)-N4-(2-(isopropylsulfonyl)phenyl)pyrimidine-2,4-diamine ClC=1C(=NC(=NC1)NC1=C(C=C(C(=C1)C)C=1C[C@H](N([C@H](C1)C)C1COC1)C)OC(C)C)NC1=C(C=CC=C1)S(=O)(=O)C(C)C